O=C1NC(CCC1N1C(N(C2=C1C=CC=C2C#CCCOC2CCN(CC2)C(=O)OC(C)(C)C)C)=O)=O tert-butyl 4-((4-(1-(2,6-dioxopiperidin-3-yl)-3-methyl-2-oxo-2,3-dihydro-1H-benzo[d]imidazol-4-yl)but-3-yn-1-yl)oxy)piperidine-1-carboxylate